CN(CCCNC(C(=C)C)=O)C N-[3-(Dimethylamino)Propyl]-2-Methyl-2-Propenamide